tert-butyl (S)-6-hydroxy-1-methyl-3,4-dihydroisoquinoline-2(1H)-carboxylate OC=1C=C2CCN([C@H](C2=CC1)C)C(=O)OC(C)(C)C